2-(2-aminopyrimidin-5-yl)-N-cyclobutyl-N-isopropyl-6,6-dimethyl-8,9-dihydro-6H-[1,4]oxazino[4,3-e]purin-4-amine NC1=NC=C(C=N1)C=1N=C(C=2N=C3N(C2N1)CCOC3(C)C)N(C(C)C)C3CCC3